1-tert-butyl 4-methyl (2S)-2-{[(tert-butoxy)carbonyl] amino}butanedioate C(C)(C)(C)OC(=O)N[C@H](C(=O)OC(C)(C)C)CC(=O)OC